CC1(CC(C1)C1=CC(=NO1)N)C 5-(3,3-dimethylcyclobutyl)isoxazol-3-amine